C(#N)C=1C(=NC(=NC1OCC1(CC1)CN1CCOCC1)S(=O)(=O)C)N1C[C@H]2CC[C@@H](C1)N2C(=O)OC(C)(C)C tert-butyl (1R,5S)-3-[5-cyano-2-methylsulfonyl-6-[[1-(morpholinomethyl)cyclopropyl]methoxy]pyrimidin-4-yl]-3,8-diazabicyclo[3.2.1]octane-8-carboxylate